OC1=C(C(=O)C2=CC=CC=C2)C=CC(=C1)OCC(COC(C(=C)C)=O)O 2-hydroxy-4-(2'-hydroxy-3'-methacryloxypropoxy)benzophenone